(E)-N'-(9-((2R,3R,4S,5R)-5-(((tert-butyldiphenylsilyl)oxy)methyl)-3,4-bisHydroxytetrahydrofuran-2-yl)-6-oxo-6,9-dihydro-1H-purin-2-yl)-N,N-dimethylformamidine [Si](C1=CC=CC=C1)(C1=CC=CC=C1)(C(C)(C)C)OC[C@@H]1[C@H]([C@H]([C@@H](O1)N1C=2N=C(NC(C2N=C1)=O)/N=C/N(C)C)O)O